C1(C(CCC2CCCCC12)CO)CO 2-decalindimethanol